2,5-pyrrolidinedicarboxylic acid N1C(CCC1C(=O)O)C(=O)O